CC1(C[C@@H]2CNC[C@H]1N(C2)C2=CC=C(C=C2)N2CCS(CC2)(=O)=O)C 4-(4-((1R,5S)-9,9-dimethyl-3,6-diazabicyclo[3.2.2]non-6-yl)phenyl)thiomorpholine-1,1-dioxide